hexadecyl-dimethyl-oxygen C(CCCCCCCCCCCCCCC)COC